CC=1C=C(N)C=C(C1)N1N=CN=C1 3-methyl-5-(1H-1,2,4-triazol-1-yl)aniline